CO[C@@H]1O[C@@H]([C@@H]2[C@H]1OC(O2)(C)C)C=O (3aR,4S,6R,6aR)-6-methoxy-2,2-dimethyltetrahydrofuro[3,4-d][1,3]dioxole-4-carbaldehyde